N-(9-cyclohexyl-2-(6-fluoropyridin-3-yl)-9H-purin-6-yl)-5-nitrothiophene-2-carboxamide C1(CCCCC1)N1C2=NC(=NC(=C2N=C1)NC(=O)C=1SC(=CC1)[N+](=O)[O-])C=1C=NC(=CC1)F